2-((6-hydroxy-5'-methyl-4-pentyl-2'-(prop-1-en-2-yl)-1',2',3',4'-tetrahydro-[1,1'-biphenyl]-2-yl)oxy)propan-2-yl dimethyl phosphate P(=O)(OC(C)(C)OC1=C(C(=CC(=C1)CCCCC)O)C1C(CCC(=C1)C)C(=C)C)(OC)OC